FC1=CC=CC=2NC(=NC21)C2=CC(=NN2C)NC(=O)C=2C=NC(=CC2)N2CCC(CC2)O N-[5-(4-fluoro-1H-benzimidazol-2-yl)-1-methyl-pyrazol-3-yl]-6-(4-hydroxy-1-piperidyl)pyridine-3-carboxamide